C1(=CC=CC=C1)C(CN1N=CN=N1)=O (Z)-1-phenyl-2-(2H-tetrazol-2-yl)ethanone